tert-butyl N-[2-[2-[2-[2-[2-(3-bromocyclobutoxy)ethoxy]ethoxy]ethoxy]ethoxy]ethyl]-N-methyl-carbamate BrC1CC(C1)OCCOCCOCCOCCOCCN(C(OC(C)(C)C)=O)C